N-(4-((7-cyano-1-methyl-2-((1-methyl-2-oxo-5-(trifluoromethyl)-1,2-dihydropyridin-3-yl)amino)-1H-imidazo[4,5-b]pyridin-6-yl)oxy)pyridin-2-yl)acetamide esylate S(=O)(=O)(O)CC.C(#N)C1=C2C(=NC=C1OC1=CC(=NC=C1)NC(C)=O)N=C(N2C)NC=2C(N(C=C(C2)C(F)(F)F)C)=O